N-(3-((2-(2,6-dioxopiperidin-3-yl)-1,3-dioxoisoindolin-5-yl)amino)propyl)-4-(4-(quinoxalin-2-yl)-1H-pyrazol-1-yl)piperidine-1-carboxamide O=C1NC(CCC1N1C(C2=CC=C(C=C2C1=O)NCCCNC(=O)N1CCC(CC1)N1N=CC(=C1)C1=NC2=CC=CC=C2N=C1)=O)=O